C(C)(C)(C)OC(=O)NCC1=CC(=C(C=C1)NC(=O)C1=CC2=C(OCCC3=C2SC=C3)C=C1C=1C(=NC(=CC1)C(NC1CCC(CC1)(C)C)=O)C(=O)OC)C methyl 3-(9-((4-(((tert-butoxycarbonyl)amino)methyl)-2-methylphenyl)carbamoyl)-4,5-dihydrobenzo[b]thieno[2,3-d]oxepin-8-yl)-6-((4,4-dimethylcyclohexyl)carbamoyl)picolinate